CN(CCC=1C(=CC(N(C1)C(C(=O)O)CC(C)C)=O)OC)C 2-(5-(2-(dimethylamino)ethyl)-4-methoxy-2-oxopyridin-1(2H)-yl)-4-methylpentanoic acid